1,3-bis(2,4,6-trimethylphenyl)imidazol tert-butyl-(3R,4S)-3-((3-bromo-4-cyano-5-nitropyridin-2-yl)amino)-4-hydroxypiperidine-1-carboxylate C(C)(C)(C)C1N(CC[C@@H]([C@@H]1NC1=NC=C(C(=C1Br)C#N)[N+](=O)[O-])O)C(=O)O.CC1=C(C(=CC(=C1)C)C)N1CN(C=C1)C1=C(C=C(C=C1C)C)C